N,N-bis(3-(trimethoxysilyl)propyl)methacrylamide CO[Si](CCCN(C(C(=C)C)=O)CCC[Si](OC)(OC)OC)(OC)OC